ClC1=NC=C(C(=C1)C(NCCC1=C(C=C(C=C1)C)C)=S)OC1=CC(=CC=C1)C(F)(F)F 2-chloro-N-[2-(2,4-dimethylphenyl)ethyl]-5-[3-(trifluoromethyl)phenoxy]Pyridine-4-thiocarboxamide